1-Methyl Acetate C(C)(=O)OC